2-[2-[2-(benzothiophen-2-yl)ethylcarbamoyl]indan-2-yl]acetic acid S1C(=CC2=C1C=CC=C2)CCNC(=O)C2(CC1=CC=CC=C1C2)CC(=O)O